(3-(benzyloxy)-5-bromophenyl)(4-methyl-4H-1,2,4-triazol-3-yl)methanol C(C1=CC=CC=C1)OC=1C=C(C=C(C1)Br)C(O)C1=NN=CN1C